O1N=C(C=C1)CS(=O)(=O)N Isoxazol-3-ylmethanesulfonamide